COC(=O)C1(CCC2(C(CC3=CC=CC=C23)C[C@H](CO)C)CC1)CC1=CC(=CC=C1)Cl 4-[(3-chlorophenyl)methyl]-2'-[(2R)-3-hydroxy-2-methylpropyl]-2',3'-dihydrospiro[cyclohexane-1,1'-indene]-4-carboxylic acid methyl ester